C(N)(O[C@@H]1C(N(C[C@H](C1)O)C=1C2=C(N=C(N1)Cl)C(=C(N=C2)Cl)F)C(C)(C)C)=O tert-butyl-((3s,5s)-1-(2,7-dichloro-8-fluoropyrido[4,3-d]pyrimidin-4-yl)-5-hydroxypiperidin-3-yl) carbamate